(3R)-1-[2-[2-(8-chloro-4-oxo-chromen-2-yl)-5-(trifluoromethyl)phenoxy]ethyl]-N-methylsulfonyl-pyrrolidine-3-carboxamide ClC=1C=CC=C2C(C=C(OC12)C1=C(OCCN2C[C@@H](CC2)C(=O)NS(=O)(=O)C)C=C(C=C1)C(F)(F)F)=O